COC1=C(C=C(C=C1)C1=C(C=[N+](C2=CC=CC=C12)[O-])[N+](=O)[O-])C 4-(4-methoxy-3-methylphenyl)-3-nitroquinoline oxide